2-methyl-2,3-dihydro-[1,4]dioxino[2,3-b]pyridin-7-amine CC1OC=2C(=NC=C(C2)N)OC1